CN(C)C[C@@H]1[C@@H]([C@@H]2CN(CC(CCN12)CO)C(=O)NC1=CC=C(C=C1)OC)C1=CC=C(C=C1)C#CC1=CC=CC=C1 (8R,9S,10S)-10-[(dimethylamino)methyl]-4-(hydroxymethyl)-N-(4-methoxyphenyl)-9-[4-(2-phenylethynyl)phenyl]-1,6-diazabicyclo[6.2.0]decane-6-carboxamide